FC1=CC=C(C=C1)CN1C(C(=C(C2=CC=CN=C12)O)C(=O)OCC)=O ethyl 1-[(4-fluorophenyl)methyl]-4-hydroxy-2-oxo-1,8-naphthyridine-3-carboxylate